BrC=1C=C2CN(C(C2=CC1)=O)C[C@@H](CN1CC2=CC=CC=C2CC1)O (R)-5-bromo-2-(3-(3,4-dihydroisoquinolin-2(1H)-yl)-2-hydroxypropyl)isoindol-1-one